C(C)(=O)NC1=NC2=CC=CC=C2C(=C1)[C@@H](C)NC(C1=C(C=CC=C1)C)=O (R)-N-(1-(2-acetamidoquinolin-4-yl)ethyl)-2-methylbenzamide